C1N(CCC12OCCNC2)C2=NC=CC(=N2)C2=NC1=CC(=NC=C1C=C2)CNC(C2=CC(=CC=C2)S(=O)(=O)C(F)F)=O N-((2-(2-(6-oxa-2,9-diazaspiro[4.5]decan-2-yl)pyrimidin-4-yl)-1,6-naphthyridin-7-yl)methyl)-3-((difluoromethyl)sulfonyl)benzamide